NC1=C(C=CC(=C1)Cl)C(=O)N1CCC(CC1)C1=C2C(=NC=C1F)NC(=C2)C2CNCCO2 (2-amino-4-chlorophenyl)(4-(5-fluoro-2-(morpholin-2-yl)-1H-pyrrolo[2,3-b]pyridin-4-yl)piperidin-1-yl)methanone